CN1C(=C(C2=C1N=CN=C2N)C2=CC=NN2C)C2=CCC1(CCNCC1)CC2 7-methyl-5-(1-methyl-1H-pyrazol-5-yl)-6-(3-azaspiro[5.5]undec-8-en-9-yl)-7H-pyrrolo[2,3-d]pyrimidin-4-amine